Tetralin-6-ol C1CCCC2=CC(=CC=C12)O